8-fluoro-7-isopropoxy-2-(tetrahydro-2H-pyran-4-yl)imidazo[1,2-a]Pyridine-6-carboxylic acid methyl ester COC(=O)C=1C(=C(C=2N(C1)C=C(N2)C2CCOCC2)F)OC(C)C